1-(3-fluoropropyl)-N-(4-((6S,8R)-7-(2-fluoropropyl)-8-methyl-6,7,8,9-tetrahydro-3H-pyrazolo[4,3-f]isoquinolin-6-yl)-3-methoxyphenyl)azetidin-3-amine FCCCN1CC(C1)NC1=CC(=C(C=C1)[C@H]1N([C@@H](CC2=C3C(=CC=C12)NN=C3)C)CC(C)F)OC